COC1=CC(=C(C=N1)CCN(C)C)C(F)(F)F 2-(6-methoxy-4-(trifluoromethyl)pyridin-3-yl)-N,N-dimethylethane-1-amine